2-methylpropan-2-yl-(tert-butyl)(1-methyl-palmityl-glutamic acid) CC(C)(C)[C@](N(C(CCCCCCCCCCCCCCC)C)C(C)(C)C)(CCC(=O)O)C(=O)O